1-(4-(2-(4-bromophenyl)-propan-2-yl)thiazol-2-yl)-3-(3-(piperazin-1-yl)prop-yl)urea BrC1=CC=C(C=C1)C(C)(C)C=1N=C(SC1)NC(=O)NCCCN1CCNCC1